N1=CC(=CC=C1)C(CC)=O 1-(pyridin-3-yl)propan-1-one